(S)-3-(4-((3,5-dichloro-4-(3-chloropropoxy)phenyl) sulfonyl) phenoxy)propane-1,2-diyl diacetate C(C)(=O)OC[C@H](COC1=CC=C(C=C1)S(=O)(=O)C1=CC(=C(C(=C1)Cl)OCCCCl)Cl)OC(C)=O